9-[1,1'-Biphenyl]-3-yl-3-bromo-9H-carbazole C1(=CC(=CC=C1)N1C2=CC=CC=C2C=2C=C(C=CC12)Br)C1=CC=CC=C1